C(#N)C1=C(N=C(C=2CCN(CC12)C1=NC=NC2=CC=CC=C12)N1CCN(CC1)C(=O)OC(C)(C)C)OC[C@H]1N(CCC1)C tert-butyl (S)-4-(4-cyano-3-((1-methylpyrrolidin-2-yl)methoxy)-6-(quinazolin-4-yl)-5,6,7,8-tetrahydro-2,6-naphthyridin-1-yl)piperazine-1-carboxylate